trans-[4-[(8-fluoro-2-methyl-[1,2,4]triazolo[1,5-a]pyridin-6-yl)methyl]cyclohexyl]-[(3S)-3-(5-methylpyrazin-2-yl)-1,2-oxazolidin-2-yl]methanone FC=1C=2N(C=C(C1)C[C@@H]1CC[C@H](CC1)C(=O)N1OCC[C@H]1C1=NC=C(N=C1)C)N=C(N2)C